triethyl-monomethyl-ammonium monomethyl-carbonate COC([O-])=O.C(C)[N+](C)(CC)CC